(2S)-10-(benzhydrylideneamino)-2-cyclopropyl-3,3,9-trifluoro-1,2,4,7-tetrahydro-[1,4]oxazepino[2,3-c]quinolin-6-one C(C1=CC=CC=C1)(C1=CC=CC=C1)=NC1=CC=2C3=C(C(NC2C=C1F)=O)OCC([C@@H](N3)C3CC3)(F)F